P(ON)(OCO)=O amino hydroxymethyl phosphonate